NCCNCCC[Si](OC)(OC)OC (aminoethylamino)propyl-trimethoxysilane